ClC=1C(=CC2=C(OC(O2)(C)C)C1)CNO [(6-chloro-2,2-dimethyl-1,3-benzodioxol-5-yl)methyl]hydroxylamine